2-{4-Hydroxymethyl-1'-methyl-5'-[5-(4-methyl-piperazin-1-yl)-pyridin-2-ylamino]-6'-oxo-1',6'-dihydro-[3,3']bipyridinyl-5-yl}-3,4,6,7,8,9-hexahydro-2H-pyrazino[1,2-a]indol-1-one OCC1=C(C=NC=C1N1C(C=2N(C=3CCCCC3C2)CC1)=O)C1=CN(C(C(=C1)NC1=NC=C(C=C1)N1CCN(CC1)C)=O)C